tert-butyl ([1,1'-biphenyl]-4-ylmethyl)(3,5-dichloropyrazolo[1,5-a]pyrimidin-7-yl)carbamate C1(=CC=C(C=C1)CN(C(OC(C)(C)C)=O)C1=CC(=NC=2N1N=CC2Cl)Cl)C2=CC=CC=C2